C(C1=CC=CC=C1)(=O)OC(CCC)(OC(C1=CC=CC=C1)=O)C 1,3-dimethylpropanediol dibenzoate